O[C@H](CN(C(=O)C=1C=C2N=C(C=NC2=CC1)C=1C=C2C=CN(C(C2=CC1)=O)C)C)C N-((2S)-2-hydroxypropyl)-N-methyl-3-(2-methyl-1-oxo-1,2-dihydro-6-isoquinolinyl)-6-quinoxalinecarboxamide